BrC=1C=C2C(=NC=NN2C1)N1CCC(=CC1)C1=NC=C(C=N1)C(=O)C1=C(C=C(C=C1)F)F (2-(1-(6-bromopyrrolo[2,1-f][1,2,4]triazin-4-yl)-1,2,3,6-tetrahydropyridin-4-yl)pyrimidin-5-yl)(2,4-difluorophenyl)methanone